4-[1-(3-fluorooxan-4-yl)-3-(4-fluorophenyl)-1H-pyrazol-4-yl]-6-phenylfuro[2,3-d]pyrimidine FC1COCCC1N1N=C(C(=C1)C=1C2=C(N=CN1)OC(=C2)C2=CC=CC=C2)C2=CC=C(C=C2)F